Cl.C1(CC1)N1C=C(C(C2=CC(=C(C=C12)OCCO)F)=O)CN(CC1=CC(=NC=C1)C)[C@@H]1CN(C[C@H](C1)F)C=1C=NC=CC1 1-cyclopropyl-6-fluoro-3-({[(3S,5S)-5-fluoro-1-(pyridin-3-yl)piperidin-3-yl][(2-methylpyridin-4-yl)methyl]amino}methyl)-7-(2-hydroxyethoxy)-1,4-dihydroquinolin-4-one hydrochloride